[2-(trifluoromethyl)-[1,2,4]triazolo[1,5-a]pyrimidin-6-yl]boronic acid FC(C1=NN2C(N=CC(=C2)B(O)O)=N1)(F)F